3-(bis(2-((tert-butyldimethylsilyl)oxy)dodecyl)amino)propyl L-histidinate N[C@@H](CC1=CNC=N1)C(=O)OCCCN(CC(CCCCCCCCCC)O[Si](C)(C)C(C)(C)C)CC(CCCCCCCCCC)O[Si](C)(C)C(C)(C)C